COC1=NC=C(C(=N1)OC)C1CC(CC1)(C(=O)O)CCC 3-(2,4-dimethoxypyrimidin-5-yl)-1-propylcyclopentane-1-carboxylic acid